CNC(O[C@H]1COC2=CC=C(C=C2[C@@H]1NC(C1=CC=C(C=C1)F)=O)N1CCN(CC1)C1COC1)=O [(3R,4S)-4-[(4-fluorobenzoyl)amino]-6-[4-(oxetan-3-yl)piperazin-1-yl]-3,4-dihydro-2H-chromen-3-yl] N-methylcarbamate